CS(C)=S=O dimethyl-lambda4-thio sulfoxide